phospho-N-acetylneuraminic acid P(=O)(O)(O)OC1(C(O)=O)C[C@H](O)[C@@H](NC(C)=O)[C@@H](O1)[C@H](O)[C@H](O)CO